(N-[4-Amino-5-(4-benzyloxybenzoyl)thiazol-2-yl]-4-chloro-3-fluoroanilino)propanamid NC=1N=C(SC1C(C1=CC=C(C=C1)OCC1=CC=CC=C1)=O)N(C1=CC(=C(C=C1)Cl)F)C(C(=O)N)C